1-(3-(difluoromethoxy)phenyl)-3,3-dimethyl-N-((1R,2R)-2-(methylsulfonyl)cyclopentyl)-2-oxoindoline-5-carboxamide FC(OC=1C=C(C=CC1)N1C(C(C2=CC(=CC=C12)C(=O)N[C@H]1[C@@H](CCC1)S(=O)(=O)C)(C)C)=O)F